C1(=CC(=CC(=C1)CNCCCNCCCNC(OC(C)(C)C)=O)CNCCCNCCCNC(OC(C)(C)C)=O)C1=CC=CC=C1 Di-tert-butyl ((((([1,1'-biphenyl]-3,5-diylbis(methylene))bis(azanediyl))-bis(propane-3,1-diyl))bis(azanediyl))bis(propane-3,1-diyl))dicarbamate